(2-(tert-butylamino)-8-(tetrahydro-2H-pyran-4-yl)-5,6-dihydropyrido[4,3-d]pyrimidin-5-yl)benzamide C(C)(C)(C)NC=1N=CC2=C(N1)C(=CNC2C2=C(C(=O)N)C=CC=C2)C2CCOCC2